[N+](=O)([O-])C=1C=C(C=CC1)S(=O)(=O)[NH-].[Na+] Sodium (3-nitrophenyl)sulfonylazanide